N-Benzyl-1H-indole-1-carboxamide C(C1=CC=CC=C1)NC(=O)N1C=CC2=CC=CC=C12